CON=C(C)C(=CC1=CC2=CC=CC=C2C=C1)C 3-methyl-4-(naphthalen-2-yl)-3-buten-2-one O-methyloxime